3-((4-amino-6-chloro-1H-pyrazolo[3,4-d]pyrimidin-1-yl)methyl)phenethyl-4-methylbenzenesulfonate NC1=C2C(=NC(=N1)Cl)N(N=C2)CC=2C=C(CCOS(=O)(=O)C1=CC=C(C=C1)C)C=CC2